(S,E)-methyl 7-(1-(2-(1-adamantylmethylamino)-2-oxoethyl)-2-oxo-1,2-dihydropyridin-3-ylamino)-6-(3-methylbenzofuran-2-carboxamido)-7-oxohept-2-enoate C12(CC3CC(CC(C1)C3)C2)CNC(CN2C(C(=CC=C2)NC([C@H](CC/C=C/C(=O)OC)NC(=O)C=2OC3=C(C2C)C=CC=C3)=O)=O)=O